3-chloro-5-fluoro-N-[[1-[2-oxo-2-[(2,2,2-trideuterio-1,1-dimethyl-ethyl)amino]ethyl]-4-piperidyl]methyl]benzamide ClC=1C=C(C(=O)NCC2CCN(CC2)CC(NC(C([2H])([2H])[2H])(C)C)=O)C=C(C1)F